C(N)(=N)C=1C=C(SC1F)CNC(OC(C)(C)C)=O tert-butyl ((4-carbamimidoyl-5-fluorothiophen-2-yl)methyl)carbamate